(E,Z)-7,11-hexadecadienyl acetate C(C)(=O)OCCCCCC\C=C\CC\C=C/CCCC